N[C@H](C(=O)OC)CC=1C=NC(=CC1)C=O METHYL (2S)-2-AMINO-3-(6-FORMYL(3-PYRIDYL))PROPANOATE